FC1(CC(C1)(C)CN1N=C(C(=C1C(=O)NC1=CC(=NC=C1)S(=O)(=N)C)C(F)(F)F)C1(CC1)C(F)F)F 1-((3,3-Difluoro-1-methylcyclobutyl)methyl)-3-(1-(difluoromethyl)cyclopropyl)-N-(2-(S-methylsulfonimidoyl)pyridin-4-yl)-4-(trifluoromethyl)-1H-pyrazole-5-carboxamide